Benzyl 4-(((6-aminothieno[3,2-b]pyridin-7-yl)amino)methyl)piperidine-1-carboxylate NC=1C(=C2C(=NC1)C=CS2)NCC2CCN(CC2)C(=O)OCC2=CC=CC=C2